(R)-N-(1-(2-methyl-3-(trifluoromethyl)phenyl)ethyl)-4-((1-methylazetidin-3-yl)amino)-6-oxo-1-(tetrahydro-2H-pyran-4-yl)-1,6-dihydropyridine-3-carboxamide CC1=C(C=CC=C1C(F)(F)F)[C@@H](C)NC(=O)C1=CN(C(C=C1NC1CN(C1)C)=O)C1CCOCC1